CN(CCCC(=O)OC(CCCC(=O)OCCC12CCC(CC1)CC2)CCCCCCCC(=O)OCCC(CCCCC)CCCCC)C 1-(2-(bicyclo[2.2.2]octan-1-yl)ethyl) 13-(3-pentyloctyl) 5-((4-(dimethylamino)butanoyl) oxy)tridecanedioate